FC1=C(NC=2C3=C(N=CN2)C=CC(=N3)O[C@@H]3CN(CC3)C(=O)OC(C)(C)C)C=CC(=C1F)OC1(CCC1)C tert-butyl (3S)-3-[4-[2,3-difluoro-4-(1-methylcyclobutoxy)-anilino]pyrido[3,2-d]pyrimidin-6-yl]oxypyrrolidine-1-carboxylate